1-[3-bromo-5-(2-hydroxyethylamino)phenyl]-3-(3-chloro-2-hydroxymethylphenyl)urea BrC=1C=C(C=C(C1)NCCO)NC(=O)NC1=C(C(=CC=C1)Cl)CO